(5-amino-[1,2,4]triazolo[4,3-c]quinazolin-9-yl)(3-(5-(trifluoromethyl)pyridin-2-yl)morpholino)methanone NC1=NC=2C=CC(=CC2C=2N1C=NN2)C(=O)N2C(COCC2)C2=NC=C(C=C2)C(F)(F)F